C(CC[C@@H](C(=O)O)NC(=O)C1=CC=C(NCC=2CNC=3N=C(N)NC(=O)C3N2)C=C1)(=O)[O-] 7,8-Dihydrofolate